N1(N=CN=C1)CC=1N=NN(C1)CCCC1=CC=CC=C1 4-((1H-1,2,4-triazol-1-yl)methyl)-1-(3-phenylpropyl)-1H-1,2,3-triazole